1-(3-(6-(4-(diethylamino)phenyl)-2-Methyl-3-oxo-3,7-dihydroimidazo[1,2-a]pyrazin-8-yl)propyl)guanidine C(C)N(C1=CC=C(C=C1)C=1NC(=C2N(C1)C(C(=N2)C)=O)CCCNC(=N)N)CC